2-(4-fluorobenzyl)pyrrolidine FC1=CC=C(CC2NCCC2)C=C1